C1(=CC=C(C=C1)CNC1=CC=CC=C1)CNC1=CC=CC=C1 4'-[1,4-phenylenebis(methylene)]dianiline